FC=1C=C(C=CC1C1CCN(CC1)C[C@@H]1CC[C@H](CC1)C(=O)N1CCC(CC1)NC1=NC=C(C(=N1)C1=CC(=CC=C1)N1C(CCCC1)=O)F)NC1C(NC(CC1)=O)=O 3-((3-fluoro-4-(1-((trans-4-(4-((5-fluoro-4-(3-(2-oxopiperidin-1-yl)phenyl)pyrimidin-2-yl)amino)piperidine-1-carbonyl)cyclohexyl)methyl)piperidin-4-yl)phenyl)amino)piperidine-2,6-dione